C(C)(C)(C)OC(N(C)CCN(C)C1=CC=C(C=C1)I)=O.N=1N=CN2C1C=CC=C2C2=CC=C(C=C2)N2CCN(CC2)C(=O)NC=2N=C(SC2)C#C 4-(4-([1,2,4]triazolo[4,3-a]pyridin-5-yl)phenyl)-N-(2-ethynyl-thiazol-4-yl)piperazine-1-carboxamide tert-butyl-(2-((4-iodophenyl)(methyl)amino)ethyl)(methyl)carbamate